(E)-N-(2-(2-(2-aminoethoxy)ethoxy)ethyl)-3-(4-hydroxyphenyl)acrylamide NCCOCCOCCNC(\C=C\C1=CC=C(C=C1)O)=O